4-allyl-6-fluorocatechol diacetate C(C)(=O)OC=1C(OC(C)=O)=CC(=CC1F)CC=C